ClC1=C(C=CC(=C1)Cl)C1C(CC1)(F)F 2,4-dichloro-1-(2,2-difluorocyclobutyl)benzene